[Cl-].FC1=CC2=C(C=CO2)C=C1C1=NN2C(C[NH2+]CC2)=C1C1=CC=NC=C1 2-(6-fluoro-1-benzofuran-5-yl)-3-(pyridin-4-yl)-4,5,6,7-tetrahydropyrazolo[1,5-a]pyrazin-5-ium chloride